S(=O)(=O)([O-])[O-].[Hg+].[Hg+] mercurous sulfate